OC1=C(C=CC=C1)C=1C=C2C(=NN1)N(C[C@@H]1N2C[C@@H](N(C1)C(=O)OC(C)(C)C)C)C(=O)OC(C)(C)C di-tert-butyl (6aR-9S)-2-(2-hydroxyphenyl)-9-methyl-6a,7,9,10-tetrahydro-5H-pyrazino[1',2':4,5]pyrazino[2,3-c]pyridazine-5,8(6H)-dicarboxylate